1H,3H-isochromeno[6,5,4-mna]xanthene-1,3-dione C1(OC(C=2C=3C4=C(C5=CC=CC=C5OC4=CC2)C=CC13)=O)=O